(±)-trans-1,4-diphenyl-N-[3-(pyrid-3-yl)phenyl]Pyrrolidine-3-carboxamide C1(=CC=CC=C1)N1C[C@H]([C@@H](C1)C1=CC=CC=C1)C(=O)NC1=CC(=CC=C1)C=1C=NC=CC1 |r|